O1C(CCCC1)N1C(NC=2C1=NC=CC2B2OC(C(O2)(C)C)(C)C)=O 3-tetrahydropyran-2-yl-7-(4,4,5,5-tetramethyl-1,3,2-dioxaborolan-2-yl)-1H-imidazo[4,5-b]pyridin-2-one